5-methyl-N2-(3-morpholinopropyl)-7,8-dihydro-6H-cyclopenta[5,6]pyrido[2,3-d]pyrimidine-2,4-diamine CC1=C2C(=NC=3N=C(N=C(C31)N)NCCCN3CCOCC3)CCC2